C1(CCCC1)S(=O)(=O)C(=[N+]=[N-])S(=O)(=O)C1=CC(=CC=C1)F cyclopentylsulfonyl-(3-fluorophenylsulfonyl)diazomethane